trans-1,1'-(1,4-cyclohexandiyl)dipyrrolidinium [C@H]1(CC[C@H](CC1)[NH+]1CCCC1)[NH+]1CCCC1